(4,5-dihydroisoxazole-3-yl)benzophenone O1N=C(CC1)C1=C(C(=O)C2=CC=CC=C2)C=CC=C1